COC1=CC=C(C=C1)C=1CC(N(N1)C(CCC(=O)O)=O)C1=NN(C(=C1)C1=CC=C(C=C1)C)C1=CC=CC=C1 4-(5'-(4-methoxyphenyl)-1-phenyl-5-(p-tolyl)-3',4'-dihydro-1H,2'H-[3,3'-bipyrazol]-2'-yl)-4-oxobutanoic acid